(E)-4-((4-((E)-3-(3,4-dimethoxyphenyl)acrylamido)butyl)amino)-3-methyl-4-oxobut-2-en-1-yl acetate C(C)(=O)OC\C=C(\C(=O)NCCCCNC(\C=C\C1=CC(=C(C=C1)OC)OC)=O)/C